N-benzyl-octahydrocyclopenta[c]pyrrole C(C1=CC=CC=C1)N1CC2C(C1)CCC2